4-(4-methylphenyl)-1,1,1-trifluorobut-2-en-2-yl acetate C(C)(=O)OC(C(F)(F)F)=CCC1=CC=C(C=C1)C